C(C)(C)(C)ON1C(NC2=C(C1=O)SC=N2)=O 6-(tert-butoxy)thiazolo[4,5-d]pyrimidine-5,7(4H,6H)-dione